5-amino-1-(oxetan-3-yl)-3-(2-phenylquinolin-7-yl)-1H-pyrazole-4-carbonitrile NC1=C(C(=NN1C1COC1)C1=CC=C2C=CC(=NC2=C1)C1=CC=CC=C1)C#N